N-(4-((3,5-difluoro-4-(piperidin-1-yl)phenyl)amino)benzyl)-3,5-dioxopiperazine-1-carboxamide FC=1C=C(C=C(C1N1CCCCC1)F)NC1=CC=C(CNC(=O)N2CC(NC(C2)=O)=O)C=C1